tert-Butyl 2-acetamido-3-(thiazolo[5,4-b]pyridin-2-yl)-4,7-dihydrothieno[2,3-c]pyridine-6(5H)-carboxylate C(C)(=O)NC1=C(C2=C(CN(CC2)C(=O)OC(C)(C)C)S1)C=1SC2=NC=CC=C2N1